5-[4-(2-chloro-3-hydroxybenzoylamino)phenyl]-1,3-dihydronaphtho[1,2-e]-1,4-diazepine-2-one ClC1=C(C(=O)NC2=CC=C(C=C2)C=2C3=C(NC(CN2)=O)C2=CC=CC=C2C=C3)C=CC=C1O